COCCC(C(=O)O)(C)C 4-METHOXY-2,2-DIMETHYLBUTANOIC ACID